2-(4,7-Dichloro-6-(4-((3R,4R)-1-ethyl-3-fluoropiperidin-4-yl)phenyl)-2H-indazol-2-yl)((R)-6-fluoro-6,7-dihydro-5H-pyrrolo[1,2-c]imidazol-1-yl)-N-(thiazol-2-yl)acetamide ClC=1C2=CN(N=C2C(=C(C1)C1=CC=C(C=C1)[C@@H]1[C@H](CN(CC1)CC)F)Cl)C(C(=O)NC=1SC=CN1)C1=C2N(C=N1)C[C@@H](C2)F